Methyl 2-[acetyl(2-fluorobenzyl)amino]-7-chloro-6-hydroxy-1-benzothiophene-3-carboxylate C(C)(=O)N(C=1SC2=C(C1C(=O)OC)C=CC(=C2Cl)O)CC2=C(C=CC=C2)F